N-(2-fluoro-2-methylpropyl)-5-(2-((6-(4-methylpiperazin-1-yl)pyridin-3-yl)amino)-7H-pyrrolo[2,3-d]pyrimidin-5-yl)pyrazolo[1,5-a]pyridine-3-carboxamide FC(CNC(=O)C=1C=NN2C1C=C(C=C2)C2=CNC=1N=C(N=CC12)NC=1C=NC(=CC1)N1CCN(CC1)C)(C)C